N1C=NC(=C1)CN(C=1C=C(C=CC1)N(C(C1=C(C=CC=C1)S(=O)(=O)C)=O)CC(C)C)C N-(3-(((1H-imidazol-4-yl)methyl)(methyl)amino)phenyl)-N-isobutyl-2-(methylsulfonyl)benzamide